2-((2R,4S)-4-amino-1-(6-chloroimidazo[1,2-a]pyridine-2-carbonyl)pyrrolidin-2-yl)-N-((S)-6-guanidino-1-(methylamino)-1-oxohexan-2-yl)thiazole-4-carboxamide N[C@H]1C[C@@H](N(C1)C(=O)C=1N=C2N(C=C(C=C2)Cl)C1)C=1SC=C(N1)C(=O)N[C@H](C(=O)NC)CCCCNC(=N)N